C(OC=1C(OC(C(C1C=1C=C(C=CC1CC)C1=C(C=C(C=C1)Cl)F)=O)(C)C)(C)C)(OC)=O 4-(4'-chloro-4-ethyl-2'-fluoro[1,1'-biphenyl]-3-yl)-5,6-dihydro-2,2,6,6-tetramethyl-5-oxo-2H-pyran-3-yl methyl carbonate